CCCSOS(=O)(=O)CCCS 3-mercapto-1-propanesulfonic acid-(3-propylthio) ester